C(=O)(OC(C)(C)C)N (BOC)amine